COC(C1=CC(=C(C(=C1)OC)OC(=C(F)F)[2H])OC)OC 4-(2,2-difluoro-1-deuterovinyloxy)-3,5-dimethoxybenzaldehyde dimethyl acetal